FC1=C(C=CC=C1)C=1OC2=C(C1)C=C(C=C2)C=O 2-(2-fluorophenyl)benzofuran-5-carbaldehyde